FC=1C(=C(C=CC1F)[C@@H]1[C@H](O[C@H]([C@H]1C)C(F)(F)F)C(=O)NC1=CC(=NC=C1)C(=O)N)OC 4-((2S,3R,4S,5R)-3-(3,4-difluoro-2-methoxyphenyl)-4-methyl-5-(trifluoromethyl)tetrahydrofuran-2-carboxamido)picolinamide